4-Bromo-3-(pentafluoro-λ6-sulfanyl)aniline BrC1=C(C=C(N)C=C1)S(F)(F)(F)(F)F